methyl (S)-4-(2-(4-(6-(bicyclo[2.2.2]octan-1-ylmethoxy)pyridin-2-yl)phenyl)acetamido)-3-((oxetan-2-ylmethyl)amino)benzoate C12(CCC(CC1)CC2)COC2=CC=CC(=N2)C2=CC=C(C=C2)CC(=O)NC2=C(C=C(C(=O)OC)C=C2)NC[C@H]2OCC2